OC1C(CCC=C1)(C=O)CCCC(C)C hydroxyisohexyl-3-cyclohexeneformaldehyde